C(#N)C=1C=C(OC2CC(C2)N2N=C3N([C@@H](CCC3)C(=O)OC)C2=O)C=CC1 methyl (S)-2-((1R,3S)-3-(3-cyanophenoxy)cyclobutyl)-3-oxo-2,3,5,6,7,8-hexahydro-[1,2,4]triazolo[4,3-a]pyridine-5-carboxylate